CN1CC2(C1)CC(C2)N2N=CC(=C2)NC2=NC1=CC(=CC=C1C=N2)C=2C=NNC2 N-(1-(2-methyl-2-azaspiro[3.3]heptan-6-yl)-1H-pyrazol-4-yl)-7-(1H-pyrazol-4-yl)quinazolin-2-amine